N-(2-[5-chloro-6-(3-methyl-2-butenyl)-1H-indol-3-yl]ethyl)acetamide tert-butyl-(5R,7R)-3-(iodomethyl)-3,7-dimethyl-2-oxa-8-azaspiro[4.5]decane-8-carboxylate C(C)(C)(C)OC(=O)N1[C@@H](C[C@@]2(CC(OC2)(C)CI)CC1)C.ClC=1C=C2C(=CNC2=CC1CC=C(C)C)CCNC(C)=O